C(C)(C)(C)OC(=O)N1CCC(CC1)(F)CNC=1C=2N(C=C(N1)C1=CN=CS1)C=C(N2)C(N)=O 4-[(2-Carbamoyl-6-thiazol-5-yl-imidazo[1,2-a]pyrazin-8-ylamino)-methyl]-4-fluoro-piperidine-1-carboxylic acid tert-butyl ester